C1(CCCCC1)NC1CC2=C(SC(=C2)C(=O)NCC(CN2CC3=CC=CC=C3CC2)O)CC1 5-(cyclohexylamino)-N-(3-(3,4-dihydroisoquinolin-2(1H)-yl)-2-hydroxypropyl)-4,5,6,7-tetrahydrobenzo[b]thiophene-2-carboxamide